3-methyl-N-(5-{1-[4-(trifluoromethyl)phenyl]-1H-pyrazol-4-yl}-1H-indol-3-yl)oxetane-3-carboxamide CC1(COC1)C(=O)NC1=CNC2=CC=C(C=C12)C=1C=NN(C1)C1=CC=C(C=C1)C(F)(F)F